OC(CNC(=O)C=1C=NN2C1N=C(C=C2NC)NC=2C(N(C=CC2)C=2N=NC(=CC2)OC)=O)(CO)C N-(2,3-dihydroxy-2-methylpropyl)-5-((1-(6-methoxypyridazin-3-yl)-2-oxo-1,2-dihydropyridin-3-yl)amino)-7-(methylamino)pyrazolo[1,5-a]pyrimidine-3-carboxamide